N-[[6-(2-Furylmethoxy)-2-pyridyl]sulfonyl]-2-(2,2,4-trimethylpyrrolidin-1-yl)pyridin-3-carboxamid O1C(=CC=C1)COC1=CC=CC(=N1)S(=O)(=O)NC(=O)C=1C(=NC=CC1)N1C(CC(C1)C)(C)C